(R)-3-(3-(3-(1H-Pyrrolo[2,3-b]pyridin-3-yl)-1H-pyrazol-1-yl)phenyl)-3-hydroxy-1-methylpyrrolidin-2-one N1C=C(C=2C1=NC=CC2)C2=NN(C=C2)C=2C=C(C=CC2)[C@]2(C(N(CC2)C)=O)O